N1[C@@H](CCC1)C(=O)O.CC=1NC=CN1 methyl-imidazole proline salt